(S)-2-amino-N-((3S,4S)-1-(imidazo[1,5-a]pyridine-8-carbonyl)-4-isopropylpiperidin-3-yl)-3,3-dimethylbutanamide N[C@H](C(=O)N[C@@H]1CN(CC[C@H]1C(C)C)C(=O)C=1C=2N(C=CC1)C=NC2)C(C)(C)C